(R)-N-((S)-5-ethynyl-1,3-dihydrospiro[indene-2,4'-piperidin]-1-yl)-2-methylpropane-2-sulfinamide C(#C)C=1C=C2CC3(CCNCC3)[C@@H](C2=CC1)N[S@](=O)C(C)(C)C